FC1(CN(C1)CCOC1=CC2=C(OC[C@@H](C(N2C)=O)NC(=O)N2N=CC(=C2)CC2=CC(=CC=C2)F)C=C1)F (S)-N-(7-(2-(3,3-difluoroazetidin-1-yl)ethoxy)-5-methyl-4-oxo-2,3,4,5-tetrahydrobenzo[b][1,4]oxazepin-3-yl)-4-(3-fluorobenzyl)-1H-pyrazole-1-carboxamide